methyl 2-(1-(tert-butoxycarbonyl)piperidin-4-yl)-5-hydroxy-1-methyl-6-oxo-1,6-dihydropyrimidine-4-carboxylate C(C)(C)(C)OC(=O)N1CCC(CC1)C=1N(C(C(=C(N1)C(=O)OC)O)=O)C